Trans-3-((4-(3-((((R)-1-(2-chlorophenyl)ethoxy)carbonyl)amino)thiophen-2-yl)phenyl)carbamoyl)-2,2-difluoro-cyclopropane-1-carboxylic acid ClC1=C(C=CC=C1)[C@@H](C)OC(=O)NC1=C(SC=C1)C1=CC=C(C=C1)NC(=O)[C@@H]1C([C@H]1C(=O)O)(F)F